5-{6-[2-(6-Chloro-2,4-dimethyl-indol-1-yl)-ethylamino]-pyrimidin-4-yl}-3-ethoxy-thiophen ClC1=CC(=C2C=C(N(C2=C1)CCNC1=CC(=NC=N1)C1=CC(=CS1)OCC)C)C